BrC=1C(C(=CN(C1C)C(C)C)C(=O)NC1=CC(=C(C=C1)OC1=CC=NC2=CC(=C(N=C12)OC)OC)F)=O 5-bromo-N-(4-((6,7-dimethoxy-1,5-naphthyridin-4-yl)oxy)-3-fluorophenyl)-1-isopropyl-6-methyl-4-oxo-1,4-dihydropyridine-3-carboxamide